FC(C1=CC=C(C=C1)SC=1C(=NC=CN1)C=1C=NC(=NC1)C1(CC1)C#N)(F)F 1-(5-(3-((4-(trifluoromethyl)phenyl)thio)pyrazin-2-yl)pyrimidin-2-yl)cyclopropane-1-carbonitrile